N-(4-aminobutyl)octanoamide NCCCCNC(CCCCCCC)=O